1-((1-isopropyl-1H-imidazol-5-yl)methyl)-1H-thieno[2,3-d]imidazole-5-carboxylic acid C(C)(C)N1C=NC=C1CN1C=NC2=C1C=C(S2)C(=O)O